ClC1=CC=C(C=C1)C1=C(CCC(C1)(C)C)CN1C(N(CC1)CC=1C=C2C(N(C(C2=CC1)=O)C1C(NC(CC1)=O)=O)=O)=O 5-((3-((4'-chloro-5,5-dimethyl-3,4,5,6-tetrahydro-[1,1'-biphenyl]-2-yl)methyl)-2-Oxoimidazolidin-1-yl)methyl)-2-(2,6-dioxopiperidin-3-yl)isoindoline-1,3-dione